(E)-2-(4-ethylphenylmethylene)-3,4-dihydronaphthalen-1(2H)-one C(C)C1=CC=C(C=C1)\C=C/1\C(C2=CC=CC=C2CC1)=O